N-(3-(2-((1,3,4-thiadiazol-2-yl)amino)-8,9-dihydroimidazo[1',2':1,6]pyrido[2,3-d]pyrimidin-6-yl)-4-methylphenyl)-4-(trifluoromethyl)picolinamide hydrochloride Cl.S1C(=NN=C1)NC=1N=CC2=C(N1)N1C(C(=C2)C=2C=C(C=CC2C)NC(C2=NC=CC(=C2)C(F)(F)F)=O)=NCC1